C(CCC)OC(=O)N1C(C(N(CC1)C(C)=O)C1=CC(=CC(=C1)C=1C=NC(=NC1)C)Cl)C butyl-4-acetyl-3-(3-chloro-5-(2-methylpyrimidin-5-yl)phenyl)-2-methylpiperazine-1-carboxylate